1-(3-(4-chloro-3,5-dimethylphenoxy)propyl)-4-((3-chlorobenzyl)(4-cyclopropylphenyl)amino)-1H-pyrrole-2-carboxylic acid ClC1=C(C=C(OCCCN2C(=CC(=C2)N(C2=CC=C(C=C2)C2CC2)CC2=CC(=CC=C2)Cl)C(=O)O)C=C1C)C